2-Ethyl-2-(6-iodohexyl)malonic acid dioctyl ester C(CCCCCCC)OC(C(C(=O)OCCCCCCCC)(CCCCCCI)CC)=O